dilithium carbamoyl phosphate P(=O)(OC(N)=O)([O-])[O-].[Li+].[Li+]